7-Bromo-1,4-dimethyl-3,4-dihydro-1H-benzo[e][1,4]diazepine-2,5-dione BrC1=CC2=C(N(C(CN(C2=O)C)=O)C)C=C1